dicyclohexylphosphino-3,6-dimethoxy-2',4',6'-tri-i-propyl-1,1'-biphenyl C1(CCCCC1)P(C1CCCCC1)C1=C(C(=CC=C1OC)OC)C1=C(C=C(C=C1C(C)C)C(C)C)C(C)C